CC1=C(C=C(C(N)=S)C=C1)[N+](=O)[O-] 4-methyl-3-nitrobenzothioamide